FC1=C(C=CC(=C1)I)NC1=C(C2=C(S1)C(CCC2)=O)C(=O)O 2-((2-fluoro-4-iodophenyl)amino)-7-oxo-4,5,6,7-tetrahydrobenzo[b]Thiophene-3-carboxylic acid